5-(3-benzoyl-5-methyl-2,4-dioxo-3,4-dihydropyrimidin-1(2H)-yl)-2-(hydroxymethyl)tetrahydrofuran C(C1=CC=CC=C1)(=O)N1C(N(C=C(C1=O)C)C1CCC(O1)CO)=O